1,1,1-trifluoro-2-methylpropane FC(C(C)C)(F)F